3-(2,4-dichlorophenyl)-1-phenyl-1-propanone ClC1=C(C=CC(=C1)Cl)CCC(=O)C1=CC=CC=C1